3,6-DICHLORO-2-METHOXYBENZOIC ACID ClC=1C(=C(C(=O)O)C(=CC1)Cl)OC